NC1=NC=CC=C1C1=NC=2C(=NC=C(C2)C=2C=NC=CC2)N1C=1C=C2CC[C@@H](C2=CC1)NC(C)=O N-[(1S)-5-[2-(2-aminopyridin-3-yl)-6-(pyridin-3-yl)imidazo[4,5-b]pyridin-3-yl]-2,3-dihydro-1H-inden-1-yl]acetamide